bis(phosphino)-phenoxynickel (II) PC=1C(=C(O[Ni+])C=CC1)P